FC1=C(C=C(C(=C1)C1=NC(=CC=C1)OCC=1C=NC(=CC1F)C=1N=NN(C1)C1COC1)F)CC=1N(C2=C(N1)C=CC(=C2)C(=O)O)C[C@H]2OCC2 2-[[2,5-difluoro-4-[6-[[4-fluoro-6-[1-(oxetan-3-yl)triazol-4-yl]-3-pyridyl]methoxy]-2-pyridyl]phenyl]methyl]-3-[[(2S)-oxetan-2-yl]methyl]benzimidazole-5-carboxylic acid